(R)-1-(1-naphthyl)ethylammonium bromide [Br-].C1(=CC=CC2=CC=CC=C12)[C@@H](C)[NH3+]